Cl.C(C)(=O)C1=CC=C(S1)C=1C=C(C=CC1)N1C(N(N=C1)C\C(=C\F)\CN)=O 4-[3-(5-acetylthiophen-2-yl)phenyl]-2-[(2E)-2-(aminomethyl)-3-fluoroprop-2-en-1-yl]-2,4-dihydro-3H-1,2,4-triazol-3-one hydrochloride